ONC(C1=CC=C(C=C1)COC1=C(C=CC(=C1)\C=C/C1=CC(=C(C(=C1)OC)OC)OC)OC)=O (Z)-N-hydroxy-4-((2-methoxy-5-(3,4,5-trimethoxystyryl)phenoxy)methyl)benzamide